1,4-bis-(4-acetamidophenyl-1-cyanovinyl)benzene tert-Butyl-({7-bromo-2-(ethylsulfanyl)-6-iodo-8-[(1S)-1-phenylethoxy]quinolin-4-yl}oxy)azetidine-1-carboxylate C(C)(C)(C)C1(N(CC1)C(=O)O)OC1=CC(=NC2=C(C(=C(C=C12)I)Br)O[C@@H](C)C1=CC=CC=C1)SCC.C(C)(=O)NC1=CC=C(C=C1)C=C(C#N)C1=CC=C(C=C1)C(=CC1=CC=C(C=C1)NC(C)=O)C#N